(4-chloro-1H-pyrazol-5-yl)picolinamide ClC=1C=NNC1C=1C(=NC=CC1)C(=O)N